BrC1=NC=CC(=C1)OCC(COC1=NC(=CC=C1)Cl)(C)C 2-bromo-4-(3-((6-chloropyridin-2-yl)oxy)-2,2-dimethylpropoxy)pyridine